Isobutyl Hexanoate C(CCCCC)(=O)OCC(C)C